S1C(=NC2=C1C=CC=C2)CN2CCN(CC2)C2=CC(=C(C=C2C=2N=NNN2)NC(C)=O)C2CC2 N-[4-[4-(1,3-benzo-thiazol-2-ylmethyl)-piperazin-1-yl]-2-cyclopropyl-5-(2H-tetrazol-5-yl)phenyl]acetamide